1-isopropyl-1,2-dimethylpropyl acetate C(C)(=O)OC(C(C)C)(C)C(C)C